[I-].C(CCCCCCCCCCC)OC(CCCCC[N+](C)(C)C)=O 6-(dodecyloxy)-N,N,N-trimethyl-6-oxohexane-1-aminium iodide